cis-6-chloro-4-((4-(cyclopropyl(4-fluoro-2-methoxyphenyl)amino)cyclohexyl)(methyl)amino)-1-methyl-2-oxo-1,2-dihydro-1,5-naphthyridine-3-carbonitrile ClC=1N=C2C(=C(C(N(C2=CC1)C)=O)C#N)N(C)[C@@H]1CC[C@@H](CC1)N(C1=C(C=C(C=C1)F)OC)C1CC1